4,6-dimethyl-1H-pyrrolo[2,3-b]pyridine-2-carboxylic acid CC1=C2C(=NC(=C1)C)NC(=C2)C(=O)O